(2,4-dioxathiazole-3-yl)ethyl-carbamic acid tert-butyl ester C(C)(C)(C)OC(NCCN1OSCO1)=O